piperonyl-thiothiazolidine ethyl-2-(7-cyano-5-(tetrahydro-2H-pyran-4-yl)benzo[b]thiophen-2-yl)-4-methylthiazole-5-carboxylate C(C)OC(=O)C1=C(N=C(S1)C1=CC2=C(S1)C(=CC(=C2)C2CCOCC2)C#N)C.C(C2=CC=1OCOC1C=C2)SC2SCCN2